ClC=1C=CC(=C(C1)C1=CC(=CN=N1)NC1=CC(=NC=C1)NC(CCN1CC(N(CC1)C)=O)=O)F N-(4-{[6-(5-chloro-2-fluorophenyl)pyridazin-4-yl]amino}pyridin-2-yl)-3-(4-methyl-3-oxopiperazin-1-yl)propanamide